(2R)-2-(methylamino)succinic acid CN[C@@H](C(=O)O)CC(=O)O